1H-pyrrolo[2,3-c]Pyridine N1C=CC=2C1=CN=CC2